N-(2-((5-chloro-2-(1H-1,2,3-triazol-1-yl)phenyl)amino)-2-oxoethyl)-N-(2-chloroacetyl)phenylalanine tert-butyl ester C(C)(C)(C)OC([C@@H](N(C(CCl)=O)CC(=O)NC1=C(C=CC(=C1)Cl)N1N=NC=C1)CC1=CC=CC=C1)=O